6-[[(2S,3R,4R,5R)-3-(3,4-Difluoro-2-methoxy-phenyl)-4,5-dimethyl-5-(trifluoromethyl)tetrahydrofuran-2-carbonyl]amino]pyrazin-2-carboxamid FC=1C(=C(C=CC1F)[C@@H]1[C@H](O[C@]([C@@H]1C)(C(F)(F)F)C)C(=O)NC1=CN=CC(=N1)C(=O)N)OC